NCC(C(CCC)N)CC 1,3-diamino-2-ethylhexane